7-bromo-2,2-difluoro-1,3-benzodioxol-4-amine BrC1=CC=C(C2=C1OC(O2)(F)F)N